C(CCCCC)C(C(=O)OCCCCCN([C@H]1[C@@H](CCCC1)N(C)CCCCCOC(C(CCCCCCCC)CCCCCC)=O)C)CCCCCCCC.C(CCCCC)C(C(=O)OCCCCCCCN(CCN(CC1=CC=CC=C1)CCCCCCCOC(C(CCCCCCCC)CCCCCC)=O)CC1=CC=CC=C1)CCCCCCCC (ethane-1,2-diylbis(benzylazanediyl))bis(heptane-7,1-diyl) bis(2-hexyldecanoate) (((1R,2R)-cyclohexane-1,2-diyl)bis(methylazanediyl))bis(pentane-5,1-diyl) bis(2-hexyldecanoate)